S1C=NC2=C1C=CC(=C2)NC2=CC=NC1=CC=C(C=C21)C2=C(C=C(C=C2)N2CC(N(CC2)C)=O)F 4-(4-(4-(benzo[d]thiazol-5-ylamino)quinolin-6-yl)-3-fluorophenyl)-1-methylpiperazin-2-one